3-((5-fluoro-2-((4-(piperidin-1-yl)phenyl)amino)pyrimidin-4-yl)amino)-N-hydroxybenzamide FC=1C(=NC(=NC1)NC1=CC=C(C=C1)N1CCCCC1)NC=1C=C(C(=O)NO)C=CC1